1-Benzyl 2-methyl (2S,4S)-4-(chlorosulfonyl)pyrrolidine-1,2-dicarboxylate ClS(=O)(=O)[C@H]1C[C@H](N(C1)C(=O)OCC1=CC=CC=C1)C(=O)OC